NCC1(CCC(C=2C=CC=NC12)(C(=O)NCC1=C(C=C(C=C1C)Cl)Cl)F)O 8-(aminomethyl)-N-(2,4-dichloro-6-methylbenzyl)-5-fluoro-8-hydroxy-5,6,7,8-tetrahydroquinoline-5-carboxamide